FC1=C(C=CC(=C1)F)SC1=C(C=C2CCC(C2=C1)=O)NS(=O)(=O)C N-[6-[(2,4-difluorophenyl)thio]-2,3-dihydro-1-oxo-1H-inden-5-yl]methanesulfonamide